BrC1=CC=C(C=C1)N(S(=O)(=O)C1=CC(=C(C2=CC=CC=C12)OC)C(=O)O)CC(C)C 4-(N-(4-bromophenyl)-N-isobutylsulfamoyl)-1-methoxy-2-naphthoic acid